N(CCC1=CC(O)=C(O)C=C1)N dopamine-amine